(S)-N-(3-chloro-2,4-difluorophenyl)-N,5-dimethyl-2-(6-methyl-4-(trifluoromethyl)pyridin-2-yl)-1,2,5-thiadiazolidine-3-carboxamide 1,1-dioxide ClC=1C(=C(C=CC1F)N(C(=O)[C@H]1N(S(N(C1)C)(=O)=O)C1=NC(=CC(=C1)C(F)(F)F)C)C)F